C(C)[NH+]1CC(CC1)C 1-Ethyl-3-methylpyrrolidinium